5-chloro-1'-[(1-phenylpyrazol-4-yl)methyl]spiro[1H-isobenzofuran-3,4'-piperidine]-1-carbonitrile ClC=1C=C2C(=CC1)C(OC21CCN(CC1)CC=1C=NN(C1)C1=CC=CC=C1)C#N